NC1=CC(=C(C=C1OC)N1CCC(CC1)C1CCN(CC1)CC1CCN(CC1)C=1C=C2C(N(C(C2=CC1)=O)C1C(NC(CC1)=O)=O)=O)C=1C=NN(C1)C 5-(4-((1'-(4-amino-5-methoxy-2-(1-methyl-1H-pyrazol-4-yl)phenyl)-[4,4'-bipiperidin]-1-yl)methyl)piperidin-1-yl)-2-(2,6-dioxopiperidin-3-yl)isoindoline-1,3-dione